4-((5-fluoro-4-(3-(piperidin-1-yl)phenyl)pyrimidin-2-yl)amino)cyclohexane-1-carboxamide FC=1C(=NC(=NC1)NC1CCC(CC1)C(=O)N)C1=CC(=CC=C1)N1CCCCC1